(R)-N-(3-((3-(dimethylamino)pyrrolidin-1-yl)methyl)-5-(trifluoromethyl)phenyl)-6-((3-methyl-1H-pyrazolo[3,4-b]pyridin-5-yl)methyl)-4,5,6,7-tetrahydrothieno[2,3-c]pyridine-3-carboxamide CN([C@H]1CN(CC1)CC=1C=C(C=C(C1)C(F)(F)F)NC(=O)C1=CSC=2CN(CCC21)CC=2C=C1C(=NC2)NN=C1C)C